(1R,2R-3S)-4-bromo-3-(hydroxymethyl)-5-((triisopropylsilyl)oxy)-1,2,3,4-tetrahydro-[1,1'-biphenyl]-2-carboxylic acid BrC1[C@@H]([C@@H]([C@@H](C=C1O[Si](C(C)C)(C(C)C)C(C)C)C1=CC=CC=C1)C(=O)O)CO